1-cyclopropyl-2,2,2-trifluoroethylamine C1(CC1)C(C(F)(F)F)N